NC1=NC=CC(=C1Cl)SC=1N=C(C(=NC1C)N1CCC2(CC1)[C@@H](C1=CC=CC=C1C2)N[S@](=O)C(C)(C)C)CO (R)-N-((S)-1'-(5-((2-amino-3-chloropyridin-4-yl)thio)-3-(hydroxymethyl)-6-methylpyrazin-2-yl)-1,3-dihydrospiro[indene-2,4'-piperidin]-1-yl)-2-methylpropane-2-sulfinamide